N1=CN=C(C2=C1NC=C2)C=2C=NNC2 4-(7H-pyrrolo[2,3-d]pyrimidin-4-yl)pyrazole